4,4-difluoro-N-[2-fluoro-5-[2-(2-hydroxyethoxy)-6-(morpholin-4-yl)pyridin-4-yl]-4-methylphenyl]piperidine-1-carboxamide FC1(CCN(CC1)C(=O)NC1=C(C=C(C(=C1)C1=CC(=NC(=C1)N1CCOCC1)OCCO)C)F)F